FC=1C=CC2=C(CC3(CC=4N2C(=NN4)[C@@H]4CC[C@H](CC4)OC4=NC=CC=C4)OCCO3)C1 8'-fluoro-1'-[trans-4-(pyridin-2-yloxy)cyclohexyl]-4'H,6'H-spiro[1,3-dioxolane-2,5'-[1,2,4]triazolo[4,3-a][1]benzazepine]